tert-butyl 3-[8-fluoro-2-[[1-(hydroxymethyl)cyclopropyl]methoxy]-7-[8-(2-triisopropylsilylethynyl)-1-naphthyl]pyrido[4,3-d]pyrimidin-4-yl]-3,8-diazabicyclo[3.2.1]octane-8-carboxylate FC1=C(N=CC2=C1N=C(N=C2N2CC1CCC(C2)N1C(=O)OC(C)(C)C)OCC1(CC1)CO)C1=CC=CC2=CC=CC(=C12)C#C[Si](C(C)C)(C(C)C)C(C)C